OCCC=O L-3-hydroxypropionaldehyde